FC(N1N=CC(=C1)C1=CC=C2C(=CC=NC2=C1)OC1=CC=C(C=C1)NC(=O)C=1C=NC(=C(C1O)C1=CC=C(C=C1)F)C)F N-[4-[7-[1-(difluoromethyl)pyrazol-4-yl]Quinolin-4-yl]Oxy-phenyl]-5-(4-fluorophenyl)-4-hydroxy-6-methylpyridine-3-carboxamide